C(C1=CC=CC=C1)OC[C@H]1OC[C@](CN(C1)C(=O)OC(C)(C)C)(CC=C)O |o1:12| tert-butyl (2S,6R*)-2-[(benzyloxy)methyl]-6-hydroxy-6-(prop-2-en-1-yl)-1,4-oxazepane-4-carboxylate